ClC1=CC=C(S1)CNC1=CC(=NN1C(=O)C=1N=CSC1)C1NCCNC1 N-[(5-chlorothiophen-2-yl)methyl]-3-(piperazin-2-yl)-1-(1,3-thiazole-4-carbonyl)-1H-pyrazol-5-amine